1-Hexyl acrylate C(C=C)(=O)OCCCCCC